6-hydroxypyrimidine-4-carboxylic acid OC1=CC(=NC=N1)C(=O)O